NC1=NC(=NC=C1)N1C[C@H]([C@H](CC1)OCCO)F 2-(((3R,4S)-1-(4-aminopyrimidin-2-yl)-3-fluoropiperidin-4-yl)oxy)ethan-1-ol